P(OC1=C(C=CC2=CC=CC=C12)C1=C(C=CC=C1[N+](=O)[O-])C)(OC1=CC=C(C=C1)Cl)=O 2-methyl-6-nitrophenylnaphthalen-1-yl (S)-(4-chlorophenyl) phosphonate